S1C(=NC2=NC=CC=C21)N thiazolo[4,5-b]pyridin-2-amine